2-Furoyl chloride O1C(=CC=C1)C(=O)Cl